ClC1=CC=2C(=NN(N2)C2(CC=CC(=C2O)C(C)(C)C)C)C=C1 2-(5-chloro-2-benzotriazolyl)-6-tert-butyl-o-cresol